2,4-difluoro-5-ethyl-8-methoxy-3-(3-methyl-piperazin-1-yl)-5H-indolo[3,2-c]quinoline FC=1C=C2C=3C(=CN(C2=C(C1N1CC(NCC1)C)F)CC)C1=CC(=CC=C1N3)OC